3-isobutyl-imidazo[4,5-b]pyridin-2-ylamine methanesulfonate CS(=O)(=O)O.C(C(C)C)N1C(=NC=2C1=NC=CC2)N